C(C)OC(CCC(=O)C1=NC(=CC(=C1O)Br)CC1=C(C=CC(=C1)Cl)Cl)=O 4-[4-Bromo-6-(2,5-dichloro-benzyl)-3-hydroxy-pyridin-2-yl]-4-oxo-butyric acid ethyl ester